(S)-2-((R)-2-((S)-2-((S)-2-amino-3-(1-benzhydryl-1H-imidazol-4-yl)propanamido)-6-octanamidohexanamido)-3-(p-tolyl)propanamido)-3-(3-amino-4-hydroxyphenyl)propanoic acid N[C@H](C(=O)N[C@H](C(=O)N[C@@H](C(=O)N[C@H](C(=O)O)CC1=CC(=C(C=C1)O)N)CC1=CC=C(C=C1)C)CCCCNC(CCCCCCC)=O)CC=1N=CN(C1)C(C1=CC=CC=C1)C1=CC=CC=C1